OC1=CC=C(C(N)C(=O)O)C=C1 (-)-p-hydroxyphenylglycine